1-(2-(4-(5-acetylpyridin-2-yl)piperazin-1-yl)ethoxy)propan-2-one C(C)(=O)C=1C=CC(=NC1)N1CCN(CC1)CCOCC(C)=O